(R)-methyl 3-(9-((1s,4S)-4-carbamoylcyclohexyl)-8-(2,4,6-trichlorophenylamino)-9H-purin-2-ylamino)piperidine-1-carboxylate C(N)(=O)C1CCC(CC1)N1C2=NC(=NC=C2N=C1NC1=C(C=C(C=C1Cl)Cl)Cl)N[C@H]1CN(CCC1)C(=O)OC